2-chloro-1-(1,1-dioxo-1,4-thiazepan-4-yl)ethanone ClCC(=O)N1CCS(CCC1)(=O)=O